4-[(3S)-3-amino-3-methylpyrrolidin-1-yl]-5-(3-fluoro-5-methylphenyl)-N-(1-methyl-1H-pyrazol-3-yl)pyridine-3-carboxamide N[C@@]1(CN(CC1)C1=C(C=NC=C1C1=CC(=CC(=C1)C)F)C(=O)NC1=NN(C=C1)C)C